NN1C(=NC(=C1C(=O)OCC)C1=CC=C(C=C1)C(NC1=NC=CC(=C1)CC)=O)C1CC2(CN(C2)C(=O)OC(C)(C)C)C1 tert-butyl 6-(1-amino-5-(ethoxycarbonyl)-4-(4-((4-ethylpyridin-2-yl)carbamoyl)phenyl)-1H-imidazol-2-yl)-2-azaspiro[3.3]heptane-2-carboxylate